C(C1=CC=CC=C1)C1=CC=C(C=C1)C(C(=O)O)C (4-Benzylphenyl)propionic acid